COC=1C=C(C=NC1OC)C1=NC=2N(C=C1)N=C(C2)N 5-(5,6-dimethoxypyridine-3-yl)pyrazolo[1,5-A]pyrimidine-2-amine